C(#N)[C@@H]1CC[C@H](CC1)CNC(OC(C)(C)C)=O tert-butyl ((trans-4-cyanocyclohexyl)methyl)carbamate